N-(5-bromo-[1,2,4]triazolo[1,5-a]pyridin-2-yl)cyclopropylcarboxamide BrC1=CC=CC=2N1N=C(N2)NC(=O)C2CC2